2-(benzylamino)-3-(4-(3,4-dichlorophenyl)-5-isobutylthiazol-2-ylamino)propanoic acid C(C1=CC=CC=C1)NC(C(=O)O)CNC=1SC(=C(N1)C1=CC(=C(C=C1)Cl)Cl)CC(C)C